azodiisovaleronitrile N(=NC(C#N)C(C)C)C(C#N)C(C)C